NC1=CC=C(C=C1)S(=O)(=O)NC=1C=CC=C2C=CC(=NC12)CN(C)C 4-Amino-N-(2-((dimethylamino)methyl)quinolin-8-yl)benzenesulfonamide